C(C)SC1=NC=C(C=O)C=C1 6-(ethylthio)nicotinaldehyde